ClC1=NC=2C(=CC3=C(C2C=C1)CCC3)Cl 3,5-dichloro-8,9-dihydro-7H-cyclopenta[f]quinoline